FC1=C(C(=C(C(=C1[B-](C1=C(C(=C(C(=C1F)F)F)F)F)(C1=C(C(=C(C(=C1F)F)F)F)F)C1=C(C(=C(C(=C1F)F)F)F)F)F)F)F)F.C(CCCCC)[NH+](CCCC)CCCC hexyldi(n-butyl)ammonium tetrakis(pentafluorophenyl)borate